13-(6-hydroxy-2,5,7,8-tetramethylchroman-2-yl)-2,6,10-tri-methyltridecanoic acid OC=1C(=C2CCC(OC2=C(C1C)C)(C)CCCC(CCCC(CCCC(C(=O)O)C)C)C)C